C(C1=CC=CC=C1)C=1NC(=NN1)C(=O)N[C@H]1C(N(C=2C=CC=C3C(=CN(C23)C1)C1=CC(=CC=C1)COC)C)=O |r| (±)-5-benzyl-N-(7-(3-(methoxymethyl)phenyl)-1-methyl-2-oxo-1,2,3,4-tetrahydro-[1,4]diazepino[3,2,1-hi]indol-3-yl)-4H-1,2,4-triazole-3-carboxamide